dimethyl ((1r,4r)-4-(2-oxo-1-oxa-3,8-diazaspiro[4.5]decan-3-yl)cyclohexyl)phosphonate O=C1OC2(CN1C1CCC(CC1)P(OC)(OC)=O)CCNCC2